CC1=C(C(=C(C=C1)C1=CC=CC=C1N)N)C dimethyl-2,6'-diaminobiphenyl